ClC=1C=CC=C2C=CC=C(C12)C1=CN=C2C(=CC(=NC2=C1)OCC12CCCN2CCC1)N1C[C@@H](N(CC1)C(C(=C)F)=O)CC#N (S)-2-(4-(7-(8-chloronaphthalen-1-yl)-2-((tetrahydro-1H-pyrrolizin-7a(5H)-yl)methoxy)-1,5-naphthyridin-4-yl)-1-(2-fluoroacryloyl)piperazin-2-yl)acetonitrile